citric acid methyl-benzylamine salt CNCC1=CC=CC=C1.C(CC(O)(C(=O)O)CC(=O)O)(=O)O